O=S1(CCN(CC1)C(C[C@H](C(=O)N[C@@H](CCCC1=CC=CC=C1)B(O)O)NC(=O)C1=NC=CN=C1)=O)=O ((R)-1-((R)-4-(1,1-dioxidothiomorpholino)-4-oxo-2-(pyrazine-2-carboxamido)butanamido)-4-phenylbutyl)boronic acid